2-(3,6-diazabicyclo[3.1.1]hept-6-yl)-N-(1H-indazol-5-yl)-7,8-dihydro-5H-pyrano[4,3-d]pyrimidin-4-amine C12CNCC(N1C=1N=C(C3=C(N1)CCOC3)NC=3C=C1C=NNC1=CC3)C2